ClC=1C=CC2=C(OCCN2CC=2C=C(C=C3C(N(C=4N(C23)C=NC4C(=O)O)C)=O)C)N1 9-((6-chloro-2,3-dihydro-1H-pyrido[2,3-b][1,4]oxazin-1-yl)methyl)-4,7-dimethyl-5-oxo-4,5-dihydroimidazo[1,5-a]quinazoline-3-carboxylic acid